4-propan-2-ylpiperazine-1-carboxylic acid [(2r,3r,4e,6s,7r,10s)-7,10-dihydroxy-3,7-dimethyl-12-oxo-2-[(2e,4e,6r)-6-pyridin-2-ylhept-2,4-dien-2-yl]-1-oxododec-4-en-6-yl] ester O[C@@]([C@H](/C=C/[C@H]([C@@H](C=O)\C(\C)=C\C=C\[C@@H](C)C1=NC=CC=C1)C)OC(=O)N1CCN(CC1)C(C)C)(CC[C@@H](CC=O)O)C